C(C)OS(=O)(=O)[O-].C(C)[N+]1(CCOCC1)C N-ethyl-N-methylmorpholinium ethylsulfate